FC1(CCC(CC1)N1N=CC(=N1)N)F 2-(4,4-difluorocyclohexyl)-2H-1,2,3-triazol-4-amine